FC1=C(C=CC=C1)NC(C(=O)N[C@H](C(N[C@@H](C[C@H]1C(NCC1)=O)C(COC(F)(F)F)=O)=O)CC(C)C)=O N1-(2-fluorophenyl)-N2-((S)-4-methyl-1-oxo-1-(((S)-3-oxo-1-((S)-2-oxopyrrolidin-3-yl)-4-(trifluoromethoxy)butan-2-yl)amino)pentan-2-yl)oxalamide